CN1N=NC2=C1C=CC(=C2C)C(C(C(=O)OC)(C)C)C2=CC(=C(C=C2)C)CN2C[C@H](OC=1C(=NC=3C=CC=CC3C1)C2)CC Methyl 3-(1,4-dimethyl-1H-benzo[d][1,2,3]triazol-5-yl)-3-(3-(((R)-2-ethyl-2,3-dihydro-[1,4]oxazepino[6,7-b]quinolin-4(5H)-yl) methyl)-4-methylphenyl)-2,2-dimethylpropionate